N[C@@H](CC(C)C)C(=O)NC1=CC=C(C=C1)[N+](=O)[O-] leucyl-para-nitroaniline